C(CC1=CC=CC=C1)NC1CC2=C(N(N=C2CC1)C1=NC=CC=C1)O 5-(phenethylamino)-2-(pyridin-2-yl)-4,5,6,7-tetrahydro-2H-indazol-3-ol